BrC=1C=C2C=C(NC2=CC1)C(=O)NNC(/C=C/C1=CCN(C=C1)CCCCCCCC)=O (E)-4-(3-(2-(5-bromo-1H-indole-2-carbonyl)hydrazino)-3-oxoprop-1-en-1-yl)-1-octylpyridin